CC1=C(C=C(C=C1)C)C=1C(NC2(C1O)CCN(CC2)OC)=O 3-(2,5-dimethylphenyl)-4-hydroxy-8-methoxy-1,8-diazaspiro[4.5]dec-3-en-2-one